ethyl sulfate S(=O)(=O)(OCC)[O-]